NC1=NC=NN2C1=CC=C2[C@H]2[C@@H]([C@@H]([C@@](O2)(C#N)CO[P@](=O)(OC2=CC=CC=C2)N[C@@H](C)C(=O)O[C@@H]2CC[C@H](CC2)C(F)(F)F)O)O trans-4-(trifluoromethyl)cyclohexyl ((S)-(((2R,3S,4R,5S)-5-(4-aminopyrrolo[2,1-f][1,2,4]triazin-7-yl)-2-cyano-3,4-dihydroxytetrahydrofuran-2-yl)methoxy)(phenoxy)phosphoryl)-L-alaninate